dipropenyl-methanol C(=CC)C(O)C=CC